ClC=1C=C(C=CC1)NC1N(C(=NC(=N1)N)N1CCOCC1)C1=CC=C(C=C1)C(C)C N-(3-Chlorophenyl)-N1-(4-isopropylphenyl)-6-morpholin-4-yl-[1,3,5]triazine-2,4-diamine